FC=1C=C2CC(CC2=CC1F)NC1=NC=C(C=N1)C1=NN=C(O1)N1CC(C1)C(=O)O 1-(5-(2-((5,6-difluoro-2,3-dihydro-1H-inden-2-yl)amino)pyrimidin-5-yl)-1,3,4-oxadiazol-2-yl)azetidine-3-carboxylic acid